(6RS,7SR)-2,2,7,9-TETRAMETHYLSPIRO[5.5]UNDEC-8-EN CC1(C[C@]2(CCC1)[C@H](C=C(CC2)C)C)C |r|